2-(4-(adamantan-1-yl-(methyl)amino)butyl)-4-phenylpyridazin-3(2H)-one C12(CC3CC(CC(C1)C3)C2)N(CCCCN2N=CC=C(C2=O)C2=CC=CC=C2)C